N-(4-(pyrrolidin-1-yl)-6,7-dihydro-5H-pyrrolo[3,4-d]pyrimidin-2-yl)acetamide TFA salt OC(=O)C(F)(F)F.N1(CCCC1)C=1C2=C(N=C(N1)NC(C)=O)CNC2